ClC=1C(=NC(=NC1)NC1=CC=C2C(=NNC2=C1)Cl)NC1=C(C=CC=C1)P(C)C (2-((5-chloro-2-((3-chloro-1H-indazol-6-yl)amino)pyrimidin-4-yl)amino)phenyl)dimethylphosphine